2-(7-(((2-(2,6-dioxopiperidin-3-yl)-7-fluoro-1-oxoisoindolin-5-yl)methyl)amino)-1-oxoisoindolin-2-yl)-2-(5-fluoro-2-hydroxyphenyl)-N-(thiazol-2-yl)acetamide O=C1NC(CCC1N1C(C2=C(C=C(C=C2C1)CNC=1C=CC=C2CN(C(C12)=O)C(C(=O)NC=1SC=CN1)C1=C(C=CC(=C1)F)O)F)=O)=O